7-(5-(5-(8-hydroxy-8-(trifluoromethyl)-3-azabicyclo[3.2.1]oct-3-yl)-1,3,4-thiadiazol-2-yl)-4-(isopropylamino)pyridin-2-yl)pyrrolo[1,2-b]pyridazine-3-carbonitrile OC1(C2CN(CC1CC2)C2=NN=C(S2)C=2C(=CC(=NC2)C2=CC=C1N2N=CC(=C1)C#N)NC(C)C)C(F)(F)F